CC(CS(=O)(=O)NC1=CC=C(C=C1)C1=C2C(=NC=C1)NC=C2)C 4-(4-((2-methylpropyl)sulfonamido)phenyl)-1H-pyrrolo[2,3-b]pyridin